CN1C2=C(NCC1=O)C=CC(=N2)OCCNC[C@H]2CN(C(O2)=O)C2=NC1=C(OCC(N1)=O)N=C2 (S)-6-(5-(((2-((4-methyl-3-oxo-1,2,3,4-tetrahydropyrido[2,3-b]pyrazin-6-yl)oxy)ethyl)amino)methyl)-2-oxooxazolidin-3-yl)-2H-pyrazino[2,3-b][1,4]oxazin-3(4H)-one